2-(2-chlorophenyl)-4-methoxy-benzoic acid ClC1=C(C=CC=C1)C1=C(C(=O)O)C=CC(=C1)OC